2-amino-1-[4-[3-(1,3-dimethylindazol-6-yl)-1,2,4-oxadiazol-5-yl]-1-piperidyl]ethanone, hydrochloride Cl.NCC(=O)N1CCC(CC1)C1=NC(=NO1)C1=CC=C2C(=NN(C2=C1)C)C